(3r,4r)-1-(5,6-difluoro-1-(3-(trifluoromethyl)benzyl)-1H-benzoimidazol-2-yl)-4-fluoro-3-piperidinamine FC1=CC2=C(N(C(=N2)N2C[C@H]([C@@H](CC2)F)N)CC2=CC(=CC=C2)C(F)(F)F)C=C1F